C(C)(C)(C)[Si](OC1CC(CCC1)O)(C)C 3-[tert-butyl-(dimethyl)silyl]oxycyclohexanol